COC1=NC=CC(=C1)C=1C(=C2CCCC2=CC1)NC(=O)NS(=O)(=O)C1=NN(C=C1)C1CC=C(CC1)B(O)O (4-(3-(N-((5-(2-methoxypyridin-4-yl)-2,3-dihydro-1H-inden-4-yl)carbamoyl)sulfamoyl)-1H-pyrazol-1-yl)cyclohex-1-en-1-yl)boronic acid